perfluoro-isobutyronitrile FC(C#N)(C(F)(F)F)C(F)(F)F